hexan-2-ol tert-butyl-(S)-4-amino-2-(4-chloro-2-fluorophenyl)-6-(2-(1-methyl-1H-pyrazol-4-yl)morpholino)nicotinate C(C)(C)(C)C=1C(=NC(=C(C(=O)OC(C)CCCC)C1N)C1=C(C=C(C=C1)Cl)F)N1C[C@@H](OCC1)C=1C=NN(C1)C